4-tert-butylbenzaldehyde O-(1,2,3,4-tetrahydroquinoline-1-carbonyl) oxime N1(CCCC2=CC=CC=C12)C(=O)ON=CC1=CC=C(C=C1)C(C)(C)C